C(C)(C)(C)C=1C=C(C=C(C1)C(C)(C)C)[C@H]([C@@H](C1=NC2=CC=CC=C2C=C1)OC)NC(C)=O N-((1R,2S)-1-(3,5-di-tert-butylphenyl)-2-methoxy-2-(quinolin-2-yl)ethyl)acetamide